CC1=C2C=CC3=CC=CC=C3C2=CC=C1 The molecule is a member of the class of phenanthrenes that is phenanthrene substituted by a methyl group at position 1. It has a role as a mutagen.